C(C)OC([C@H]([C@@H]([C@H]([C@@H](C(=O)OCC1=CC=CC=C1)O)O)O)O)=O (2S,3R,4R,5S)-2,3,4,5-tetrahydroxyadipic acid 1-benzyl 6-ethyl ester